COC=1C=C(C=CC1OC)C=1NC2=CC=C(C=C2C1C(C)C)CCC(=O)N1CC2CNCC2C1 3-(2-(3,4-dimethoxyphenyl)-3-isopropyl-1H-indol-5-yl)-1-(hexahydropyrrolo[3,4-c]pyrrol-2(1H)-yl)propan-1-one